FC1=CC=C(C=C1)CNC(=O)C=1C(=NC(=CC1C)N1CCOCC1)SC N-[(4-Fluorophenyl)-methyl]-4-methyl-2-methylsulfanyl-6-morpholin-4-yl-pyridine-3-carboxylic acid amide